2,6,7-trioxo-1-phospha-bicyclo[2.2.2]oct-4-yl-methyl-3,5-di-tert-butyl-4-hydroxyhydrocinnamate O=C1P2C(CC(C1)(CC2=O)OC(C(CC2=CC(=C(C(=C2)C(C)(C)C)O)C(C)(C)C)C)=O)=O